[Si](C1=CC=CC=C1)(C1=CC=CC=C1)(C(C)(C)C)OC(C(=O)O)CCC(=O)OCCCCOC(C(CCCCCCCC)CCCCCC)=O 2-((tert-butyldiphenylsilyl)oxy)-5-(4-((2-hexyldecanoyl)oxy)butoxy)-5-oxopentanoic acid